NC=1C=C(C=C(C1)C(F)(F)F)N(C(OC(C)(C)C)=O)C(=O)OC(C)(C)C tert-Butyl (3-amino-5-(trifluoromethyl)phenyl)(tert-butoxycarbonyl)carbamate